ethyl 3-[(5-bromo-2-cyanophenyl)amino]-3-oxopropanoate BrC=1C=CC(=C(C1)NC(CC(=O)OCC)=O)C#N